C(C)(C)(C)OC(=O)N1C[C@@H]2COC3=C(C(N2CC1)=O)C(=CC(=C3Cl)Br)OC (12aR)-9-bromo-10-chloro-7-methoxy-6-oxo-3,4,12,12a-tetrahydro-6H-pyrazino[2,1-c][1,4]benzoxazepine-2(1H)-carboxylic acid tert-butyl ester